tert-butyl 2-{1-[3-(difluoromethyl)phenyl]pyrazol-4-yl}propanoate FC(C=1C=C(C=CC1)N1N=CC(=C1)C(C(=O)OC(C)(C)C)C)F